1,3,6,8-tetracarboxynaphthalene C(=O)(O)C1=CC(=CC2=CC(=CC(=C12)C(=O)O)C(=O)O)C(=O)O